3,6-bis(5-bromothien-2-yl)-2,5-bis(2-octyldodecyl)-2,5-dihydropyrrolo[3,4-c]pyrrole-1,4-dione BrC1=CC=C(S1)C=1N(C(C2=C(N(C(C21)=O)CC(CCCCCCCCCC)CCCCCCCC)C=2SC(=CC2)Br)=O)CC(CCCCCCCCCC)CCCCCCCC